O1C(CCCC1)O[C@H](COC1=C(C#N)C=CC=C1)C ((2S)-2-((tetrahydro-2H-pyran-2-yl)oxy)propoxy)benzonitrile